OC1=C2C(=CC(OC2=C(C(=C1CC=C(C)C)O)C(C(CC)C)=O)=O)C1=CC=CC=C1 5,7-Dihydroxy-6-(3-methylbut-2-enyl)-8-(2-methylbutyryl)-4-phenylcoumarin